CC1=NC=2N(C(NC(C2N1C)=O)=O)C Methyl-3,7-dimethylpurine-2,6-dione